4-(4-cyano-2-methoxyphenyl)-5-ethoxy-2,8-dimethyl-N-(2-oxoethyl)-1,4-dihydro-1,6-naphthyridine-3-carboxamide C(#N)C1=CC(=C(C=C1)C1C(=C(NC2=C(C=NC(=C12)OCC)C)C)C(=O)NCC=O)OC